FC=1C(=C(C=CC1F)C1=C(O[C@]([C@H]1CC)(C(F)(F)F)C)C(=O)OCC)OC |r| ethyl rac-(4S,5R)-3-(3,4-difluoro-2-methoxyphenyl)-4-ethyl-5-methyl-5-(trifluoromethyl)-4,5-dihydrofuran-2-carboxylate